(R)-6-(1-cyanocyclopropyl)-N-(2-(4-cyanothiazolidin-3-yl)-2-oxoethyl)quinoline-4-carboxamide C(#N)C1(CC1)C=1C=C2C(=CC=NC2=CC1)C(=O)NCC(=O)N1CSC[C@H]1C#N